6-((2-(1-(cyclopropylsulfonyl)-1H-pyrazol-4-yl)pyrimidin-4-yl)amino)-N-(2-(dimethylamino)ethyl)-4-(isopropylamino)-N-methylnicotinamide C1(CC1)S(=O)(=O)N1N=CC(=C1)C1=NC=CC(=N1)NC1=NC=C(C(=O)N(C)CCN(C)C)C(=C1)NC(C)C